ClC1=CC=C2C(=N1)NC=C2S(=O)(=O)NC2=NC(=C(C(=N2)OC)OC(CF)(F)F)OC 6-chloro-N-[4,6-dimethoxy-5-(1,1,2-trifluoroethoxy)pyrimidin-2-yl]-1H-pyrrolo[2,3-b]pyridine-3-sulfonamide